ethoxyaniline CCOC1=CC=CC=C1N